ClC1=CC=C2C=C(NC2=C1F)C(=O)O 6-chloro-7-fluoro-1H-indole-2-carboxylic acid